rac-tert-Butyl 4-((6-(5-(2,4-dioxotetrahydropyrimidin-1(2H)-yl)-1H-pyrrolo[2,3-b]pyridin-1-yl)spiro[3.3]heptan-2-yl)methyl)piperazine-1-carboxylate O=C1N(CCC(N1)=O)C=1C=C2C(=NC1)N(C=C2)C2CC1(CC(C1)CN1CCN(CC1)C(=O)OC(C)(C)C)C2